[Si](C)(C)(C(C)(C)C)OCC(C1=CC=CC=C1)N(S(=O)(=O)C=C)C N-(2-((tert-butyldimethylsilyl)oxy)-1-phenylethyl)-N-methylethenesulfonamide